(8S,9S,15S,2R)-9-hydroxy-8-(hydroxymethyl)-2,15-dimethyltetracyclo[8.7.0.0<2,7>.0<11,15>]heptadecane-5,14-dione O[C@@H]1[C@@H](C2CC(CC[C@@]2(C2CC[C@@]3(C(CCC3C12)=O)C)C)=O)CO